2-(2-((2-(1-(2-methoxyethyl)-6,7-dihydro-1H-[1,4]dioxino[2',3':4,5]benzo[1,2-d]imidazol-2-yl)ethyl)amino)ethyl)-N-((3-methoxypyridin-2-yl)methyl)oxazole-4-carboxamide COCCN1C(=NC2=C1C=C1C(=C2)OCCO1)CCNCCC=1OC=C(N1)C(=O)NCC1=NC=CC=C1OC